2-(cyclopent-1-en-1-yl)-4-nitrobenzonitrile C1(=CCCC1)C1=C(C#N)C=CC(=C1)[N+](=O)[O-]